FC=1C(=CC(=C(C1)N1CCN(CC1)C(=O)OC(C)(C)C)OC)C1=NC=2C=CC3=C(C2C=C1)C1=C(S3)C(N[C@@H](CN1)C)=O (R)-tert-butyl 4-(5-fluoro-2-methoxy-4-(10-methyl-8-oxo-9,10,11,12-tetrahydro-8H-[1,4]diazepino[5',6':4,5]thieno[3,2-f]quinolin-3-yl)phenyl)piperazine-1-carboxylate